ClC=1C=C(C(=NC1)C)NC(C)C1=CC=C(S1)C(=O)N[C@H](C(=O)NC1C(C1)(F)F)CC1CCCC1 (2S)-2-[(5-{1-[(5-chloro-2-methylpyridin-3-yl)amino]ethyl}thiophen-2-yl)formamido]-3-cyclopentyl-N-(2,2-difluorocyclopropyl)propanamide